4-{3-(cyanomethyl)-3-[3-(7H-pyrrolo[2,3-d]pyrimidin-4-yl)-1H-pyrrol-1-yl]azetidin-1-yl}-N-(2,4-difluorophenyl)piperidine-1-carboxamide C(#N)CC1(CN(C1)C1CCN(CC1)C(=O)NC1=C(C=C(C=C1)F)F)N1C=C(C=C1)C=1C2=C(N=CN1)NC=C2